benzyl 2-((1R,5S)-2,4-dioxo-6-trityl-3,6-diazabicyclo[3.1.0]hexan-3-yl)acetate O=C1[C@@H]2N([C@@H]2C(N1CC(=O)OCC1=CC=CC=C1)=O)C(C1=CC=CC=C1)(C1=CC=CC=C1)C1=CC=CC=C1